C(=CCCCCCC)[C@@H]1C(=O)OC(C1)=O |r| (+/-)-2-octen-1-yl-succinic anhydride